3-(4-chloro-2,6-difluoro-3-methoxyphenyl)-6-fluoro-1-benzothiophene-2-carboxylic acid ClC1=C(C(=C(C(=C1)F)C1=C(SC2=C1C=CC(=C2)F)C(=O)O)F)OC